N[C@@H]1CN(CCC1(F)F)C1=NC2=C(N1CC1=CC=C(C=C1)C#N)C=CC(=C2)C#N 2-((3R)-3-amino-4,4-difluoro-1-piperidinyl)-1-(4-cyanobenzyl)-1H-benzoimidazole-5-carbonitrile